6-chloro-8-((1S,2S)-2-phenylcyclopropyl)imidazo[1,2-b]pyridazine ClC=1C=C(C=2N(N1)C=CN2)[C@@H]2[C@H](C2)C2=CC=CC=C2